BrC1=CC=C(CNC(=O)C2CN(CCC2)C=2C=3C(N=CN2)=NN(C3)C3=CC=C(C=C3)C)C=C1 N-(4-bromobenzyl)-1-(2-(p-tolyl)-2H-pyrazolo[3,4-d]pyrimidin-4-yl)piperidine-3-carboxamide